COC1=C(C(=CC(=C1)C(C)(CCCCCC)C)OC)[C@H]1[C@@H](CCC(=C1)C)C(=C)C (1R,2R)-2',6'-dimethoxy-5-methyl-4'-(2-Methyloctan-2-yl)-2-(prop-1-en-2-yl)-1,2,3,4-tetrahydro-1,1'-biphenyl